phenyl[(diphenylpyrimidinyl)phenyl]indolocarbazole C1(=CC=CC=C1)C=1C(=C2C(=CC1)N=C1C=CC3=C4C=CC=CC4=NC3=C12)C1=C(C=CC=C1)C1=NC(=CC(=N1)C1=CC=CC=C1)C1=CC=CC=C1